2-(4-aminocyclohexyl)acetic acid ethyl ester C(C)OC(CC1CCC(CC1)N)=O